methyl 5-({[6-(2-hydroxypropan-2-yl) pyridin-2-yl] carbonyl} amino)-1H-indazole-6-carboxylate OC(C)(C)C1=CC=CC(=N1)C(=O)NC=1C=C2C=NNC2=CC1C(=O)OC